6-(2,4-dimethoxypyrimidin-5-yl)-4-((1s,2r)-2-isopropylcyclopropyl)-2-methylpyridazin-3(2H)-one COC1=NC=C(C(=N1)OC)C=1C=C(C(N(N1)C)=O)[C@@H]1[C@H](C1)C(C)C